(S)-6-bromo-3-(sec-butyl)-4-chloro-3H-imidazo[4,5-c]pyridine BrC1=CC2=C(C(=N1)Cl)N(C=N2)[C@@H](C)CC